2-isopropyl-4-(4-t-butyl-phenyl)-indene C(C)(C)C=1CC2=CC=CC(=C2C1)C1=CC=C(C=C1)C(C)(C)C